1-((3S)-3-((5-chloro-4-(3-phenylpiperidin-1-yl)pyrimidin-2-yl)amino)piperidin-1-yl)ethan-1-one ClC=1C(=NC(=NC1)N[C@@H]1CN(CCC1)C(C)=O)N1CC(CCC1)C1=CC=CC=C1